(2S,6R)-N-((S)-1-cyano-2-(2-fluoro-4-(3-methyl-2-oxo-2,3-dihydrobenzo[d]oxazol-5-yl)phenyl)ethyl)-6-(difluoromethoxy)-1,4-oxazepane-2-carboxamide C(#N)[C@H](CC1=C(C=C(C=C1)C=1C=CC2=C(N(C(O2)=O)C)C1)F)NC(=O)[C@H]1OC[C@@H](CNC1)OC(F)F